phenyl (5-ethoxy-2-fluoro-4-methylphenyl)carbamate C(C)OC=1C(=CC(=C(C1)NC(OC1=CC=CC=C1)=O)F)C